2-amino-5-{2-[(1S)-1-cyclopropylethyl]-7-methanesulfonamido-1-oxo-2,3-dihydro-1H-isoindol-5-yl}-N-(3-hydroxy-3-methylbutyl)pyrazolo[1,5-a]pyrimidine-3-carboxamide NC1=NN2C(N=C(C=C2)C=2C=C3CN(C(C3=C(C2)NS(=O)(=O)C)=O)[C@@H](C)C2CC2)=C1C(=O)NCCC(C)(C)O